BrC1=CC=C(C=C1)N1N=C(C(=C1)C1OCC(N1CCC1=CC(=C(C=C1)N)N)=O)C1=CC=C(C=C1)F 2-(1-(4-bromophenyl)-3-(4-fluorophenyl)-1H-pyrazole-4-yl)-3-(3,4-diaminophenethyl)oxazolidin-4-one